[(1R,2R,3S,4R)-4-{[5-[(5-benzyl-2-thienyl)carbonyl]pyrimidin-4-yl]amino}-2,3-dihydroxycyclopentyl]methyl sulfamate S(N)(OC[C@@H]1[C@H]([C@H]([C@@H](C1)NC1=NC=NC=C1C(=O)C=1SC(=CC1)CC1=CC=CC=C1)O)O)(=O)=O